[Br-].NCCCCCCCCCC[P+](C1=CC=C(C=C1)C(F)(F)F)(C1=CC=C(C=C1)C(F)(F)F)C1=CC=C(C=C1)C(F)(F)F (10-aminodecyl)tris[4-(trifluoromethyl)phenyl]phosphonium bromide